2-(3-aminosulfonylphenyl)hydrazinecarboxylate NS(=O)(=O)C=1C=C(C=CC1)NNC(=O)[O-]